[2-(3-Methoxy-phenyl)-imidazo[1,2-a]pyridin-7-yl]-dimethyl-amine COC=1C=C(C=CC1)C=1N=C2N(C=CC(=C2)N(C)C)C1